hexahydro-4,8-methanopyrido[2,1-c][1,4]oxazin-7(6H)-one C1OCC2N3C1CC(C(C3)=O)C2